CC1N(C(CCC1C)C1=CC=CC=C1)C(C(=O)O[Li])=O [2-(2,3-dimethyl-6-phenyl-1-piperidyl)-2-oxo-acetyl]oxylithium